4-chloroaniline-13C6 Cl[13C]1=[13CH][13CH]=[13C](N)[13CH]=[13CH]1